6-(3,5-dimethylisoxazol-4-yl)-4-(3-phenylmorpholino)quinazolin CC1=NOC(=C1C=1C=C2C(=NC=NC2=CC1)N1C(COCC1)C1=CC=CC=C1)C